O1C(=CC2=C1C=CC=C2)C2=CC=C(C=C2)N(C2=CC=C(C=C2)C2=CC1=C(N=C(O1)C1=CC=CC=C1)C=C2)C2=CC=C(C=C2)C2=CC1=C(N=C(O1)C1=CC=CC=C1)C=C2 N-(4-benzofuran-2-yl-phenyl)-N,N-bis{4-(2-phenyl-benzoxazol-6-yl)-phenyl}-amine